FCCOC=1N(C=CC1)COCC[Si](C)(C)C 2-(2-fluoroethoxy)-1-((2-(trimethylsilyl)ethoxy)methyl)-1H-pyrrole